(2S,4S)-4-fluoro-1-[2-[4-[[2-(trifluoromethyl)-6-quinolinyl]amino]-1-piperidinyl]acetyl]pyrrolidine-2-carbonitrile F[C@H]1C[C@H](N(C1)C(CN1CCC(CC1)NC=1C=C2C=CC(=NC2=CC1)C(F)(F)F)=O)C#N